palmitoyl-propyl-trimethylammonium chloride [Cl-].C(CCCCCCCCCCCCCCC)(=O)C[N+](C)(C)CCC